[O].[O-]P(=O)([O-])[O-].[Na].[Na].[Al+3] Sodium phosphoaluminate